C(C1=CC=CC=C1)C=1C=CC(=NC1)NC([C@H](C)N1C[C@@H](C(CC1)(F)F)C1=CNC(C=C1)=O)=O (S)-N-(5-benzylpyridin-2-yl)-2-((S)-4,4-difluoro-3-(6-oxo-1,6-dihydropyridin-3-yl)piperidin-1-yl)propanamide